trans-5-(2-(4-fluoro-3-methoxyphenyl)cyclopropyl)-4-(piperidin-1-yl)-2,2'-bipyrimidine FC1=C(C=C(C=C1)[C@H]1[C@@H](C1)C=1C(=NC(=NC1)C1=NC=CC=N1)N1CCCCC1)OC